N=C1N(C2=NC(=NC(=C2N1C)C(=O)N(C)C)C1=C(C=CC=C1)C(C)C)CC1=CC=C(C=C1)C=1N(C=C(N1)C(F)(F)F)C 8-imino-2-(2-isopropylphenyl)-N,N,7-trimethyl-9-(4-(1-methyl-4-(trifluoromethyl)-1H-imidazol-2-yl)benzyl)-8,9-dihydro-7H-purine-6-carboxamide